ClC=1C=CC(=C(C(=O)N)C1)OC 5-Chloro-2-methoxybenzamide